C(C=C)N1N(C2=NC(=NC=C2C1=O)NC=1C=C2C(=NC1)N(N=C2)C(C)C)C2=CC=CC(=N2)OC2CCN(CC2)C(=O)OC(C)(C)C tert-butyl 4-((6-(2-allyl-6-((1-isopropyl-1H-pyrazolo[3,4-b]pyridin-5-yl)amino)-3-oxo-2,3-dihydro-1H-pyrazolo[3,4-d]pyrimidin-1-yl)pyridin-2-yl)oxy)piperidine-1-carboxylate